(3-Cyclopropylpyrazolo[1,5-a]pyrimidin-5-yl)carbamic acid tert-butyl ester C(C)(C)(C)OC(NC1=NC=2N(C=C1)N=CC2C2CC2)=O